FC=1C=C(CC=2C=C3C(=NNC3=CC2)NC(C2=C(C=C(C=C2)N2CCN(CC2)CCCC2=C3C=CN(C3=CC=C2)C2C(NC(CC2)=O)=O)NC2CCOCC2)=O)C=C(C1)F N-(5-(3,5-difluorobenzyl)-1H-indazol-3-yl)-4-(4-(3-(1-(2,6-dioxopiperidin-3-yl)-1H-indol-4-yl)propyl)piperazin-1-yl)-2-((tetrahydro-2H-pyran-4-yl)amino)benzamide